C1NCCC2=CC=CC=C12 Tetrahydro-isochinolin